C(C)(C)(C)[S@@](=O)N[C@@H](CC(=O)OC)C1=NC=CC(=C1)C1=C(C=CC=C1C)C methyl (S)-3-(((R)-tert-butylsulfinyl)amino)-3-(4-(2,6-dimethylphenyl)pyridin-2-yl)propanoate